N-(7-chloro-6-(4-((3S,4S)-4-hydroxy-3-methyltetrahydrofuran-3-yl)piperazin-1-yl)isoquinolin-3-yl)-3-methoxypropionamide ClC1=C(C=C2C=C(N=CC2=C1)NC(CCOC)=O)N1CCN(CC1)[C@]1(COC[C@H]1O)C